C(C)OC=1C=C(C=2N(C1)N=C1C2C=NN1)C=1C=CC(=NC1)N1CCC(CC1)(C=O)NC(OC(=O)C(C)(C)C)=O tert-Butylcarbonyl (1-(5-(6-ethoxy-1H-pyrazolo[3',4':3,4]pyrazolo[1,5-a]pyridin-4-yl) Pyridin-2-yl)-4-formylpiperidin-4-yl)carbamate